FC(CSCC)(F)F ethyl (2,2,2-trifluoroethyl) sulfide